NC=1C(=NC(=C(N1)N)Cl)C(=O)NC(NCCCCC1=CC=C(C=C1)C1=CC=C(C=C1)CCC(=O)N[C@H](C(=O)OC)CCN(C)C)=N methyl (S)-2-(3-(4'-(4-(3-(3,5-diamino-6-chloropyrazine-2-carbonyl) guanidino)butyl)-[1,1'-biphenyl]-4-yl)propanamido)-4-(dimethylamino)butanoate